1-(5-(5-chloro-2-methoxypyridin-4-yl)-1H-pyrazole-3-carbonyl)-N-(1-methyl-2,2-dioxo-3,4-dihydro-1H-benzo[c][1,2]thiazin-4-yl)piperidine-4-carboxamide ClC=1C(=CC(=NC1)OC)C1=CC(=NN1)C(=O)N1CCC(CC1)C(=O)NC1C2=C(N(S(C1)(=O)=O)C)C=CC=C2